5,5'-tetramethylenebis{1-[3-(triethoxysilyl)propyl]-1,2,3,4-tetrazole} C(C)O[Si](CCCN1N=NN=C1CCCCC1=NN=NN1CCC[Si](OCC)(OCC)OCC)(OCC)OCC